O[C@@]1(C(N(CC1)C)=O)C=1SC(=CN1)C=1C=C(C=CC1)C1=CC=CC(=N1)C(=O)N (S)-6-(3-(2-(3-hydroxy-1-methyl-2-oxopyrrolidin-3-yl)thiazol-5-yl)phenyl)picolinamide